C(C)SC1=NC2=CC(=NC=C2C(=C1C(=O)NCC1=CC(=CC=C1)F)C)C(F)(F)F 2-Ethylsulfanyl-N-[(3-fluorophenyl)-methyl]-4-methyl-7-(trifluoromethyl)-[1,6]naphthyridine-3-carboxylic acid amide